4-Methyl-1-phenyl-3(1H)pyridone CC1C(CN(C=C1)C1=CC=CC=C1)=O